2-(4-chloro-2-fluorophenyl)-4-(4-methoxybenzyl)-2H-benzo[b][1,4]oxazin-3(4H)-one ClC1=CC(=C(C=C1)C1C(N(C2=C(O1)C=CC=C2)CC2=CC=C(C=C2)OC)=O)F